C(C)NC1=C(C(=O)O)C=CC(=C1)N1C=CC=2C1=NC(=CN2)C2=CC=CC=C2 2-(ethylamino)-4-(3-phenylpyrrolo[2,3-b]pyrazin-5-yl)benzoic acid